4-n-propyl-benzene C(CC)C1=CC=CC=C1